1-tert-butoxycarbonyl-2,3-dihydropyrrolo[3,2-c]pyridine-2-carboxylic acid C(C)(C)(C)OC(=O)N1C(CC=2C=NC=CC21)C(=O)O